C1(=CC=CC2=CC=C3C=C4C=CC=CC4=CC3=C12)NC1=CC=C(C2=CC=C(N)C=C2)C=C1 N'-tetraphenylbenzidine